N[C@H](CC1=C(C=2N=C(N=C(C2S1)NCC=1OC=CC1)C#N)C)C 6-[(2S)-2-aminopropyl]-4-(2-furylmethylamino)-7-methyl-thieno[3,2-d]pyrimidine-2-carbonitrile